S(N)(=O)(=O)C=1C=C(C=CC1)NC(=O)C=1C=NC=C(C1)C(F)(F)F N-(3-sulfamoylphenyl)-5-(trifluoromethyl)pyridine-3-carboxamide